diaminopimelic acid N[C@@H](CCC[C@@H](N)C(=O)O)C(=O)O